N1N=CC2=CC=C(C=C12)C=1N=C(C=2N(C1)C=CN2)NC2=CC=C(C=C2)N2CCOCC2 6-(1H-indazol-6-yl)-N-(4-morpholinylphenyl)imidazo[1,2-a]pyrazin-8-amine